BrC1=CC(=C(C=C1F)[O-])NC(C(F)(F)Br)=O 4-bromo-2-(2-bromo-2,2-difluoroacetamido)-5-fluorophenolate